N-((S)-1-cyclohexylethyl)-3-(2,6-dioxopiperidin-3-yl)-2-methylquinoline-7-carboxamide C1(CCCCC1)[C@H](C)NC(=O)C1=CC=C2C=C(C(=NC2=C1)C)C1C(NC(CC1)=O)=O